1-[3-(5-bromo-2-pyridinyl)pyrazin-2-yl]ethylamine BrC=1C=CC(=NC1)C=1C(=NC=CN1)C(C)N